dibenzyldiisopropyl-phosphoramide (dibenzyl diisopropyl phosphonoamidate) C(C1=CC=CC=C1)CC(C)(N(P(O)=O)C(C)C)CC1=CC=CC=C1.C(C1=CC=CC=C1)NP(=O)(N(C(C)C)C(C)C)NCC1=CC=CC=C1